FC1=C(C(=CC=C1C1=CN(C=C1)CCC(C)C)O)N1CC(NS1(=O)=O)=O 5-(2-fluoro-6-hydroxy-3-(1-isopentyl-1H-pyrrol-3-yl)phenyl)-1,2,5-thiadiazolidin-3-one 1,1-dioxide